C(C)(C)(C)NC(=O)C1(CCNCC1)CC N-tert-butyl-4-ethyl-piperidine-4-carboxamide